COC1=CC=C(C=N1)NC=C1C(OC(OC1=O)(C)C)=O 5-[[(6-methoxypyridin-3-yl)amino]methylidene]-2,2-dimethyl-1,3-dioxane-4,6-dione